2-((2S)-1-propenoyl-4-(4-chloro-3-methyl-2'-(((S)-1-methylpyrrolidin-2-yl)methoxy)-5',8'-dihydro-6'H-spiro[inden-1,7'-quinazolin]-4'-yl)piperazin-2-yl)acetonitrile C(C=C)(=O)N1[C@H](CN(CC1)C1=NC(=NC=2CC3(CCC12)C=C(C1=C(C=CC=C13)Cl)C)OC[C@H]1N(CCC1)C)CC#N